tert-Butyl 3-(7-bromo-4-(trifluoromethyl)benzo[d]oxazol-2-yl)-3,6-diazabicyclo[3.1.1]heptane-6-carboxylate BrC1=CC=C(C=2N=C(OC21)N2CC1N(C(C2)C1)C(=O)OC(C)(C)C)C(F)(F)F